tert-butyl 3-(3,4-dihydro-2H-1,4-benzoxazin-8-yl)piperidine-1-carboxylate O1CCNC2=C1C(=CC=C2)C2CN(CCC2)C(=O)OC(C)(C)C